FC1=C2C(=NN(C2=CC=C1)C1=CC=C(C=C1)C(F)(F)F)C1=CC(N(C=C1)CC1=NC(=NC=C1)N(C)CCOC)=O 4-(4-fluoro-1-(4-(trifluoromethyl)phenyl)-1H-indazol-3-yl)-1-((2-((2-methoxyethyl)(methyl)amino)pyrimidin-4-yl)methyl)pyridin-2(1H)-one